indolylcarboxamide N1C(=CC2=CC=CC=C12)C(=O)N